(2S)-2-[3-[(4S)-3-(4-chlorophenyl)-4-phenyl-4,5-dihydropyrazol-1-yl]-1-[(4-chlorophenyl)methyl]-5-oxo-1,2,4-triazol-4-yl]-N-(2-hydroxyethyl)propanamide ClC1=CC=C(C=C1)C1=NN(C[C@@H]1C1=CC=CC=C1)C1=NN(C(N1[C@H](C(=O)NCCO)C)=O)CC1=CC=C(C=C1)Cl